N-(3-fluorophenyl)-2-(3-methyl-1H-1,2,4-triazol-5-yl)-N-({5-[5-(trifluoromethyl)-1,2,4-oxadiazol-3-yl]pyridin-2-yl}methyl)acetamide FC=1C=C(C=CC1)N(C(CC1=NC(=NN1)C)=O)CC1=NC=C(C=C1)C1=NOC(=N1)C(F)(F)F